8-((tert-butyldiphenylsilyl)oxy)-2-methoxyoctanonitrile [Si](C1=CC=CC=C1)(C1=CC=CC=C1)(C(C)(C)C)OCCCCCCC(C#N)OC